4,4-dimethyl-2-({4-[5-(trifluoromethyl)-1,2,4-oxadiazol-3-yl]phenyl}methyl)isoxazolin-3-one tert-butyl-N-(8-bromo-7-fluoro-3,4-dihydro-2H-pyrano[3,2-b]pyridin-6-yl)carbamate C(C)(C)(C)OC(NC1=C(C(=C2C(=N1)CCCO2)Br)F)=O.CC2(C(N(OC2)CC2=CC=C(C=C2)C2=NOC(=N2)C(F)(F)F)=O)C